FC1=C(C(=CC=C1)C)N1CCC(CC1)N1C(N(C=2C([C@H]1C)=CNN2)CC2=C(C=CC=C2)C(F)(F)F)=O |o1:19| (R)- or (S)-5-[1-(2-Fluoro-6-methyl-phenyl)-piperidin-4-yl]-4-methyl-7-(2-trifluoromethylbenzyl)-2,4,5,7-tetrahydro-pyrazolo[3,4-d]pyrimidin-6-one